CC1=NN=C2N1C1=C(C(=NC2)C2=CC=CC=C2)C=CS1 9-methyl-4-phenyl-6H-thieno[3,2-f]-s-triazolo[4,3-a][1,4]diazepin